3-amino-4,6-dimethyl-N-(1-phenylethyl)thieno[2,3-b]pyridine-2-carboxamide NC1=C(SC2=NC(=CC(=C21)C)C)C(=O)NC(C)C2=CC=CC=C2